5-fluoro-N-(5-(4-butylpiperazin-1-yl)pyridin-2-yl)-4-(1-isopropyl-1H-pyrazol-4-yl)pyrimidin-2-amine FC=1C(=NC(=NC1)NC1=NC=C(C=C1)N1CCN(CC1)CCCC)C=1C=NN(C1)C(C)C